N[C@H]1CN(CCC1)C1=NC=2N(C(N(C(C2N1CC#CC)=O)CC1=C(C(=O)OCCCCCC)C=C(C=C1)Cl)=O)C hexyl (R)-2-((8-(3-aminopiperidin-1-yl)-7-(but-2-yn-1-yl)-3-methyl-2,6-dioxo-2,3,6,7-tetrahydro-1H-purin-1-yl)methyl)-5-chlorobenzoate